4-[[4-Chloro-2-[3-[[1,3]dioxolo[4,5-b]pyridin-6-yl-(methyl)carbamoyl]phenyl]-5-(trifluoromethyl)pyrazol-3-yl]methoxy]benzoic acid ClC1=C(N(N=C1C(F)(F)F)C1=CC(=CC=C1)C(N(C)C=1C=C2C(=NC1)OCO2)=O)COC2=CC=C(C(=O)O)C=C2